C1(=CC=CC=C1)CC(=O)NCCOCCC1(SC(=CC1)C(=O)N)C(=O)N 2-(2-(2-(2-phenylacetamido)ethoxy)ethyl)thiophene-2,5-dicarboxamide